FC(S(=O)(=O)OC(=C)C1=NC=CC=C1C)(F)F 1-(3-Methylpyridin-2-yl)ethenyl trifluoromethanesulfonate